7-(2-morpholinoethoxy)-6-nitroquinazoline O1CCN(CC1)CCOC1=C(C=C2C=NC=NC2=C1)[N+](=O)[O-]